C1(=CC=C(C=C1)S(=O)(=O)N1C=CC=2C1=NC=C(C2)B2OC(C(O2)(C)C)(C)C)C 1-(p-tolylsulfonyl)-5-(4,4,5,5-tetramethyl-1,3,2-dioxaborolan-2-yl)pyrrolo[2,3-b]pyridine